C1CC12CCN(CC2)C=2C=C(C=CC2N2N=NC(=C2)C2=C(C(=NC(=C2)C)N2CCC(CC2)(F)F)F)NS(=O)(=O)CCO N-(3-{6-azaspiro[2.5]octane-6-yl}-4-{4-[2-(4,4-difluoropiperidin-1-yl)-3-Fluoro-6-methylpyridin-4-yl]-1H-1,2,3-triazol-1-yl}phenyl)-2-hydroxyethane-1-sulfonamide